[Na+].[Na+].P(=O)([O-])([O-])OC[C@@H]1[C@H]([C@H]([C@@H](O1)N1C(=O)NC(=O)C=C1)O)O uridine monophosphate disodium salt